BrC1=CC=C(C=C1)C1=CC=C(C=C1)C1CC(=NN1)C=1CNC2=CC=C(C=C2C1C1=CC=CC=C1)Cl 3-[5-[4-(4-bromophenyl)phenyl]-4,5-dihydro-1H-pyrazol-3-yl]-6-chloro-4-phenyl-1H-quinolin